FC=1C(=NC(=NC1)NC1=CC=C(C=C1)N1CCN(CC1)C)NC1=CC(=C(C=C1)Cl)NS(=O)(=O)C(C)(C)C 5-Fluoro-N4-(4-chloro-[3-(1,1-dimethylethylsulfonamido)]phenyl)-N2-[4-(4-methylpiperazin-1-yl)phenyl]pyrimidine-2,4-diamine